3-(4-(1-benzyl-1H-1,2,4-triazol-3-yl)piperazin-1-yl)-7-(1-methyl-1H-pyrazol-4-yl)imidazo[1,2-b]pyridazine C(C1=CC=CC=C1)N1N=C(N=C1)N1CCN(CC1)C1=CN=C2N1N=CC(=C2)C=2C=NN(C2)C